FC1=C(C(=CC=C1)OC)N\N=C\1/C(OC(C=C1)=O)=O (Z)-3-(2-(2-fluoro-6-methoxyphenyl)hydrazineylidene)-2H-pyran-2,6(3H)-dione